(7E,9E)-undeca-7,9-dienal C(CCCCC\C=C\C=C\C)=O